C1=CC=CC=2SC=3C=CCC4(C3SC12)C1=CC=CC=C1NC=1C=CC=CC14 10H-spiro[acridine-9,9'-thianthrene]